FC(OC1=C(C(=O)NCC2=NN3C(=NC=4C=CC=CC4C3=C2)SC2CCN(CC2)C(=O)OC(C)(C)C)C=CC=C1)(F)F tert-butyl 4-((2-((2-(trifluoromethoxy)benzamido)methyl)pyrazolo[1,5-c]quinazolin-5-yl)thio)piperidine-1-carboxylate